ClC1=C(C(=CC=C1Cl)OC)C1CC(N(CC1)C(=O)OC(C)(C)C)C(=O)NN tert-butyl 4-(2,3-dichloro-6-methoxyphenyl)-2-(hydrazinecarbonyl)piperidine-1-carboxylate